BrC1=CC(=C(C=2N=C(OC21)C=2C=C(C=CC2)C2=C(C=C(C=C2)F)C2=NN=CN2C)F)C(=O)OC Methyl 7-bromo-4-fluoro-2-(4'-fluoro-2'-(4-methyl-4H-1,2,4-triazol-3-yl)-[1,1'-biphenyl]-3-yl)benzo[d]oxazole-5-carboxylate